CSC1=C(C=CC=C1)C#CC=1SC=CC1 2-((2-(methylthio)phenyl)ethynyl)thiophene